CN(C(OC(C)(C)C)=O)CCCOCCOCC#C tert-butyl methyl(3-(2-(prop-2-yn-1-yloxy)ethoxy)propyl)carbamate